4-[5-(4-fluorophenyl)-6-tetrahydropyran-4-yl-1H-pyrazolo[4,3-g]isoquinolin-8-yl]benzoic acid FC1=CC=C(C=C1)C1=C(N=C(C2=CC3=C(C=C12)C=NN3)C3=CC=C(C(=O)O)C=C3)C3CCOCC3